(1-(6-bromo-1-cyclobutyl-5-fluoro-1H-indol-2-yl)piperidin-4-yl)carbamic acid tert-butyl ester C(C)(C)(C)OC(NC1CCN(CC1)C=1N(C2=CC(=C(C=C2C1)F)Br)C1CCC1)=O